Cl.ClC=1C=C(C=CC1)NN 3-chlorophenylhydrazine hydrochloric acid salt